N-[2-fluoro-3-[4-(trifluoromethyl)-anilino]-2,3-dihydro-1H-inden-5-yl]acrylamide FC1CC2=CC=C(C=C2C1NC1=CC=C(C=C1)C(F)(F)F)NC(C=C)=O